ethyl (E)-3-(2-amino-5-cyclopropylpyridin-3-yl)acrylate NC1=NC=C(C=C1/C=C/C(=O)OCC)C1CC1